C(C)(=O)N[C@@H]([C@H](C(=O)OC(C)C)O)C1=CC(=CC=C1)Br (2R,3R)-Isopropyl 3-acetamido-3-(3-bromophenyl)-2-hydroxypropanoate